ClC1=C(C=CC(=C1)OC)N1C(N(C=C1)CC(=O)NCC(=O)O)=O (2-(3-(2-CHLORO-4-METHOXYPHENYL)-2-OXO-2,3-DIHYDRO-1H-IMIDAZOL-1-YL)ACETYL)GLYCINE